4-[4-(3-cyano-2-methylphenyl)piperidin-1-yl]-1-methyl-2-oxo-1,2-dihydroquinoline-3-carbonitrile C(#N)C=1C(=C(C=CC1)C1CCN(CC1)C1=C(C(N(C2=CC=CC=C12)C)=O)C#N)C